N-[6-[[2-(4-aminophenyl)sulfanylacetyl]amino]-1,3-benzothiazol-2-yl]-4-(trifluoromethyl)benzamide NC1=CC=C(C=C1)SCC(=O)NC1=CC2=C(N=C(S2)NC(C2=CC=C(C=C2)C(F)(F)F)=O)C=C1